CN1C(=NS(C2=C1C=CC=C2)(=O)=O)C2=CC=CC=C2 4-methyl-3-phenyl-4H-1,2,4-benzothiadiazine-1,1-dioxide